2-methyl-1,4,5,7-tetrahydropyrazolo[3,4-C]pyridine-3,6-dicarboxylic acid 6-tert-butyl 3-ethyl ester C(C)OC(=O)C1N(NC=2CN(CCC21)C(=O)OC(C)(C)C)C